(3R)-3-amino-5-[(4-chlorophenyl)methyl]-7-[5-(2,2-difluoromorpholin-4-yl)-1,2,4-oxadiazol-3-yl]-8-fluoro-1,1-dioxo-2,3-dihydro-1lambda6,5-benzothiazepin-4-one N[C@H]1CS(C2=C(N(C1=O)CC1=CC=C(C=C1)Cl)C=C(C(=C2)F)C2=NOC(=N2)N2CC(OCC2)(F)F)(=O)=O